dimethoxybis(pentafluorophenyl)silane CO[Si](C1=C(C(=C(C(=C1F)F)F)F)F)(C1=C(C(=C(C(=C1F)F)F)F)F)OC